(R)-2-amino-3-cyclobutylpropionic acid N[C@@H](C(=O)O)CC1CCC1